3-(oxetan-3-ylmethoxy)benzoic acid O1CC(C1)COC=1C=C(C(=O)O)C=CC1